[Cu].NSN amino-thioether copper